FC(C(=O)N1CC(C1)N1N=C(C2=NC=CC(=C21)C=2C=CC(N(C2)C)=O)C2=CC=C(C=C2)C(F)(F)F)=C 5-(1-(1-(2-fluoroacryloyl)azetidin-3-yl)-3-(4-(trifluoromethyl)phenyl)-1H-pyrazolo[4,3-b]pyridin-7-yl)-1-methylpyridin-2(1H)-one